C1(CC1)NC(C([C@H](C[C@H]1C(NCC1)=O)NC([C@H](CC(F)F)NC(OC(C(F)(F)C1=CC(=CC=C1)Cl)C1=CC=CC=C1)=O)=O)O)=O 2-(3-chlorophenyl)-2,2-difluoro-1-phenylethyl ((2S)-1-(((2S)-4-(cyclopropylamino)-3-hydroxy-4-oxo-1-((S)-2-oxopyrrolidin-3-yl)butan-2-yl)amino)-4,4-difluoro-1-oxobutan-2-yl)carbamate